Rhenium(VII) oxide [Re+5]=O